N-(4-((5-chloropyrimidin-2-yl)oxy)-3-methylphenyl)-2-(4-fluorophenoxy)cyclopropane-1-carboxamide ClC=1C=NC(=NC1)OC1=C(C=C(C=C1)NC(=O)C1C(C1)OC1=CC=C(C=C1)F)C